C(C1=CC=CC=C1)O[C@@H]1[C@H](N(C[C@@H]([C@H]1OCC1=CC=CC=C1)OCC1=CC=CC=C1)C[C@@H]1CN(CC1)C1=CC=CC=2N=CSC21)C 7-((R)-3-(((2R,3R,4R,5S)-3,4,5-tris(benzyloxy)-2-methylpiperidin-1-yl)methyl)pyrrolidin-1-yl)benzo[d]thiazole